1,2-bis(2-(2-(1-(2-octylcyclopropyl)heptadecan-9-yl)piperidin-1-yl)ethyl)disulfane C(CCCCCCC)C1C(C1)CCCCCCCCC(CCCCCCCC)C1N(CCCC1)CCSSCCN1C(CCCC1)C(CCCCCCCCC1C(C1)CCCCCCCC)CCCCCCCC